(S)-3-(3-cyano-4-fluorophenyl)-1-(8,9-difluoro-6-oxo-1,2,3,4,5,6-hexahydrobenzo[c][1,7]naphthyridin-1-yl)-1-methylurea C(#N)C=1C=C(C=CC1F)NC(N(C)[C@H]1C=2C3=C(C(NC2CNC1)=O)C=C(C(=C3)F)F)=O